OCC[N+](C)(C)C.OCC[N+](C)(C)C choline [choline]